CC1=C(OC2=C1C=C(C=C2)S(N(CCC2=CC=CC=C2)C2=CC=C(C=C2)N2CCN(CC2)C(=O)OCCC)(=O)=O)C(=O)O 3-methyl-5-(N-(4-(4-(propoxycarbonyl)piperazin-1-yl)phenyl)-N-phenethylsulfamoyl)benzofuran-2-carboxylic acid